[C@H]12CN(C[C@H](CC1)N2)C=2C1=C(N=C(N2)OC[C@@H](C)OC)C(=C(N=C1)C1=CC=CC2=CC=CC(=C12)Cl)F 4-((1R,5S)-3,8-diazabicyclo[3.2.1]octan-3-yl)-7-(8-chloronaphthalen-1-yl)-8-fluoro-2-((R)-2-methoxypropoxy)pyrido[4,3-d]pyrimidine